C(C)(C)(C)OC(=O)N1CCN(CC1)C=1C=CC=2N(C(N=C(N2)C=2C=C(C=3N(C2)C=C(N3)C)F)=O)C1 4-(2-(8-fluoro-2-methylimidazo[1,2-a]pyridin-6-yl)-4-oxo-4H-pyrido[1,2-a][1,3,5]triazin-7-yl)piperazine-1-carboxylic acid tert-butyl ester